tert-Butyl 4-(phenylamino)piperidine-1-carboxylate C1(=CC=CC=C1)NC1CCN(CC1)C(=O)OC(C)(C)C